FC1=C(C=CC(=C1)C1=NOC(=N1)C(F)(F)F)C(COCC=1C=NN(C1)C)=O 1-(2-fluoro-4-(5-(trifluoromethyl)-1,2,4-oxadiazol-3-yl)phenyl)-2-((1-methyl-1H-pyrazol-4-yl)methoxy)ethan-1-one